C(C)(C)NC(OC1CC(CC1)C=1C=C2C(=NC1)NC=C2Cl)=O [3-(3-chloro-1H-pyrrolo[2,3-b]pyridin-5-yl) cyclopentyl] N-isopropylcarbamate